C(C1=CC=CC=C1)(C1=CC=CC=C1)C1=C(C(=CC(=C1)OC)C(C1=CC=CC=C1)C1=CC=CC=C1)N1C(N2C(C=CC=C2C2=C(C=C(C=C2C)C)C)=C1)[Ag-]Cl (2-(2,6-dibenzhydryl-4-methoxyphenyl)-5-mesityl-2,3-dihydroimidazo[1,5-a]pyridin-3-yl)silver(I) chloride